C(#N)N1[C@H]2[C@@H](C[C@@H]1CC2)NC(=O)C2=NN(C=N2)C2=CC(=CC(=C2)Cl)Cl N-((1R,2R,4S)-7-cyano-7-azabicyclo[2.2.1]heptan-2-yl)-1-(3,5-dichlorophenyl)-1H-1,2,4-triazole-3-carboxamide